5-bromo-4-methoxy-2-(methylamino)benzoic acid BrC=1C(=CC(=C(C(=O)O)C1)NC)OC